ClC1=C(C=CC(=C1)Cl)C(/C=C/C1=CC=C(C=C1)\C=C/1\C(N(C(S1)=S)[C@H](C(=O)O)CC1=CC=CC=C1)=O)=O (2S)-2-[(5Z)-5-[[4-[(E)-3-(2,4-Dichlorophenyl)-3-oxoprop-1-enyl]phenyl]methylidene]-4-oxo-2-sulfanylidene-1,3-thiazolidin-3-yl]-3-phenylpropanoic acid